(R)-4-(2-(dimethylamino)-2-oxoethyl)-N-(2-fluoro-6-methoxybenzyl)-3-methyl-5-oxo-8-(trifluoromethyl)-2,3,4,5-tetrahydropyrido[2',3':4,5]furo[2,3-f][1,4]oxazepine-3-carboxamide CN(C(CN1[C@](COC2=C(C1=O)OC1=C2N=CC(=C1)C(F)(F)F)(C(=O)NCC1=C(C=CC=C1OC)F)C)=O)C